(1R,3S)-3-{5-[2-ethyl-5-(2-formyl-3-hydroxyphenyl)pyrazole-3-amido]-2H-pyrazol-3-yl}cyclopentyl N-isopropylcarbamate C(C)(C)NC(O[C@H]1C[C@H](CC1)C=1NN=C(C1)NC(=O)C=1N(N=C(C1)C1=C(C(=CC=C1)O)C=O)CC)=O